5-(3-Fluorophenyl)-6-[4-(trifluoromethyl)phenoxy]pyridine-3-carboxylic acid FC=1C=C(C=CC1)C=1C=C(C=NC1OC1=CC=C(C=C1)C(F)(F)F)C(=O)O